BrC=1C=C(C=CC1)C[C@@H](C(=O)NC)NC(=O)C1=CC(=NN1CC1=CC=C(C=C1)F)C1=CC=CC=C1 (S)-N-(3-(3-bromophenyl)-1-(methylamino)-1-oxopropan-2-yl)-1-(4-fluorobenzyl)-3-phenyl-1H-pyrazole-5-carboxamide